1-Amino-2-methyl-propan-2-ol NCC(C)(O)C